1-Undecyl-1-butylpyrrolidinium acetat C(C)(=O)[O-].C(CCCCCCCCCC)[N+]1(CCCC1)CCCC